1-(3-chloro-2-fluorophenyl)-5-methyl-1H-pyrazole ClC=1C(=C(C=CC1)N1N=CC=C1C)F